C(C1=CC=CC=C1)OC1=C2C=CNC2=C(C=C1)CCF 4-(benzyloxy)-7-(2-fluoroethyl)indole